FC(C1=CC=C(C=C1)S(=O)(=O)Cl)(F)F 4-trifluoromethylbenzenesulfonyl chloride